CC(C(=O)OCCOC(N(C(C(CCCCNC(OCCOC(C=C)=O)=O)C)(C)C)C)=O)=C tetramethyl-10,15-dioxo-11,14-dioxa-2,9-diazaheptadec-16-enoic acid 2-[(2-methyl-1-oxo-2-propen-1-yl)oxy]ethyl ester